C1(=CC=CC=C1)N1CC2(CC1)CCN(CC2)C=2C1=C(N=C(N2)C2=CC=NC=C2)C=NC=C1 4-(2-phenyl-2,8-diazaspiro[4.5]decan-8-yl)-2-(pyridin-4-yl)pyrido[3,4-d]pyrimidine